FC(C(=O)N)(C1=NC=C(C=C1)C(C)C)F 2,2-difluoro-2-(5-isopropylpyridin-2-yl)acetamide